O\N=C(/N)\C1=CC=C2C=NN(C2=C1)C (Z)-N'-hydroxy-1-methyl-1H-indazole-6-carboxamidine